alpha-methacrylic acid CC(=C)C(=O)O